NC1CCN(CC1)CC(=O)NCCCNC1=CC=C(C=C1)C(C(=O)N[C@@H](C(=O)NCC1=CC=C(C=C1)O)CCCN\C(=N/C(NCCNC(CC)=O)=O)\N)C1=CC=CC=C1 (2R)-2-(2-(4-((3-(2-(4-aminopiperidin-1-yl)acetamido)propyl)amino)phenyl)-2-phenylacetamido)-N-(4-hydroxybenzyl)-5-((Z)-2-((2-propionamidoethyl)carbamoyl)guanidino)pentanamide